5-(1H-imidazol-1-yl)-N-(6-(piperazin-1-yl)pyridin-3-yl)-1H-pyrazolo[3,4-c]pyridine-7-carboxamide N1(C=NC=C1)C=1C=C2C(=C(N1)C(=O)NC=1C=NC(=CC1)N1CCNCC1)NN=C2